C(#N)C1=CC=C(C=C1)C1=CC(=CC=C1)C1=CC(=C(N1CC1=CC(=C(C=C1)S(N)(=O)=O)F)CC1CC1)C=1SC(=C(N1)C(=O)OC)C methyl 2-(5-(4'-cyano-[1,1'-biphenyl]-3-yl)-2-(cyclopropylmethyl)-1-(3-fluoro-4-sulfamoylbenzyl)-1H-pyrrol-3-yl)-5-methylthiazole-4-carboxylate